OCC1C(C(C1)=C(C[P+](C1=CC=CC=C1)(C1=CC=CC=C1)C1=CC=CC=C1)C)(C)C [2-(3-hydroxymethyl-2,2-dimethylcyclobutylidene)propyl]triphenylphosphonium